2-((2S)-1-(7-(benzyloxy)-2'-(methylthio)-3,4,5',8'-tetrahydro-2H,6'H-spiro[naphthalene-1,7'-quinazolin]-4'-yl)-4-tritylpiperazin-2-yl)acetonitrile C(C1=CC=CC=C1)OC1=CC=C2CCCC3(CCC=4C(=NC(=NC4C3)SC)N3[C@H](CN(CC3)C(C3=CC=CC=C3)(C3=CC=CC=C3)C3=CC=CC=C3)CC#N)C2=C1